C(C)(=O)[O-].C(C)(=O)[O-].[Sn+2] tin (II) diacetate